O.CN1C(N(C=2N=CN(C2C1=O)C)C)=O 1,3,7-trimethyl-3,7-dihydro-1H-purine-2,6-dione hydrate